2,2'-((6-methoxy-4-phenyl-2H-benzo[h]chromene-2,2-diyl)bis(4,1-phenylene))bis(9H-thioxanthen-9-one) COC=1C=C2C(=CC(OC2=C2C1C=CC=C2)(C2=CC=C(C=C2)C2=CC=1C(C3=CC=CC=C3SC1C=C2)=O)C2=CC=C(C=C2)C2=CC=1C(C3=CC=CC=C3SC1C=C2)=O)C2=CC=CC=C2